COC(=O)C1(CC(N(CC1)CC1=C(C(=CC=C1)Cl)F)C)CC1=NC(=CC=C1F)Br 4-((6-bromo-3-fluoropyridin-2-yl)methyl)-1-(3-chloro-2-fluorobenzyl)-2-methylpiperidine-4-carboxylic acid methyl ester